[Si](C)(C)(C(C)(C)C)OCC1=CC=C(C(=O)N=[N+]=[N-])C=C1 4-(((tert-butyldimethylsilyl)oxy)methyl)benzoyl azide